ethyl 2,2-difluoroethanecarboximidate FC(CC(OCC)=N)F